4-(3-((S)-1-(4-amino-3-methyl-1H-pyrazolo[3,4-d]pyrimidin-1-yl)ethyl)-5-chloro-2-ethoxy-6-fluorophenyl)pyrrolidin-2-one NC1=C2C(=NC=N1)N(N=C2C)[C@@H](C)C=2C(=C(C(=C(C2)Cl)F)C2CC(NC2)=O)OCC